4-Hydroxy-4-methyl-piperidine-1-carboxylic acid (4-fluoromethoxy-7-morpholin-4-yl-thiazolo[4,5-c]pyridin-2-yl)-amide FCOC1=NC=C(C2=C1N=C(S2)NC(=O)N2CCC(CC2)(C)O)N2CCOCC2